3-bromo-N-(1,1-dimethylethyl)androsta-3,5-diene-17beta-carboxamide BrC1=CC2=CC[C@H]3[C@@H]4CC[C@@H]([C@@]4(C)CC[C@@H]3[C@]2(CC1)C)C(=O)NC(C)(C)C